NC[C@H](CC(=O)O)C[C@H](C)OC1=C(C=CC=C1)Cl (3s,5s)-3-aminomethyl-5-(2-chloro-phenoxy)-hexanoic acid